2,4-dichloro-1-(cyclopropylmethylene)benzene ClC1C(C=CC(=C1)Cl)=CC1CC1